P(=O)(O)(O)N1C(=O)NC(=O)C=C1 1-phosphouracil